1-[3-[tert-butyl(dimethyl)silyl]oxy-5-chloro-2-fluoro-phenyl]-3-[[2-(2,6-dioxo-3-piperidyl)-6-fluoro-1-oxo-isoindolin-5-yl]methyl]urea [Si](C)(C)(C(C)(C)C)OC=1C(=C(C=C(C1)Cl)NC(=O)NCC=1C=C2CN(C(C2=CC1F)=O)C1C(NC(CC1)=O)=O)F